FC1(CCN(CC1)C=1N=C2N(C(C1C)=O)C=C(C=C2\C(\C)=N/[S@](=O)C(C)(C)C)C)F (R,Z)-N-(1-(2-(4,4-difluoropiperidin-1-yl)-3,7-dimethyl-4-oxo-4H-pyrido[1,2-a]pyrimidin-9-yl)ethylidene)-2-methylpropane-2-sulfinamide